Cl[Si](C1=CC(=CC=C1)Cl)(C1=CC(=CC=C1)Cl)Cl dichlorobis(3-chlorophenyl)silane